C[Si](C)(C)C#CC=1CCN(CC1)C(C)=O 1-(4-((trimethylsilyl)ethynyl)-3,6-dihydropyridin-1(2H)-yl)ethan-1-one